BrC1=C(C=C(C(=C1)C(C)C)Br)C(C)C 1,4-dibromo-2,5-diisopropylbenzene